(R)-5-((6-fluoro-2-methylpyridin-3-yl)oxy)-3-methyl-N-(3-(S-methylsulfonimidoyl)phenyl)-2-(trifluoromethyl)isonicotinamide FC1=CC=C(C(=N1)C)OC1=CN=C(C(=C1C(=O)NC1=CC(=CC=C1)[S@@](=O)(=N)C)C)C(F)(F)F